(S)-N-(6-cyano-1-cyclobutyl-5-methyl-1H-benzo[d]imidazol-2-yl)-3-hydroxy-3-phenylbutanamide C(#N)C=1C(=CC2=C(N(C(=N2)NC(C[C@@](C)(C2=CC=CC=C2)O)=O)C2CCC2)C1)C